N-methoxy-N-methyl-6',7'-dihydrospiro[cyclopropane-1,5'-pyrrolo[1,2-c]imidazole]-1'-carboxamide CON(C(=O)C1=C2N(C=N1)C1(CC2)CC1)C